CC1=C(OC2=C(C=C(C=C2C1=O)C(F)(F)F)[C@@H](C)NC1=C(C(=O)O)C=CC=C1)C1=CC=CC=C1 2-[[(1R)-1-[3-Methyl-4-oxo-2-phenyl-6-(trifluoromethyl)-chromen-8-yl]ethyl]amino]benzoic acid